Racemic-3-(5-fluoro-2-methoxyphenyl)-N-(5-((1R,2R)-2-(1-methyl-1H-benzo[d]imidazol-2-yl)cyclopropyl)-1,3,4-thiadiazol-2-yl)isonicotinamide FC=1C=CC(=C(C1)C1=C(C(=O)NC=2SC(=NN2)[C@H]2[C@@H](C2)C2=NC3=C(N2C)C=CC=C3)C=CN=C1)OC |r|